C(C)(C)(C)OC(=O)N[C@@]12CN([C@@H](CC1)C2)C(=O)OCC2=CC=CC=C2 benzyl (1S,4S)-4-(tert-butoxycarbonylamino)-2-azabicyclo[2.2.1]heptane-2-carboxylate